3-(3-(3-methyl-2-((2,2,2-trifluoroethoxy)methyl)phenyl)-4-oxothiazolidin-2-ylidene)urea CC=1C(=C(C=CC1)N1C(SCC1=O)=NC(N)=O)COCC(F)(F)F